di(monoacrylyloxybutyl) phosphate P(=O)(OCCCCOC(C=C)=O)(OCCCCOC(C=C)=O)[O-]